NC1=C(C=C(C(=O)N2CCC(CC2)CN2CCN(CC2)C=2C=C3CN(C(C3=CC2)=O)C2C(NC(CC2)=O)=O)C=C1)OC 3-(5-(4-((1-(4-amino-3-methoxybenzoyl)piperidin-4-yl)methyl)piperazin-1-yl)-1-oxoisoindolin-2-yl)piperidine-2,6-dione